BrC=1C=CC(=NC1)C=1OC[C@@H](N1)C (S)-2-(5-bromopyridin-2-yl)-4-methyl-4,5-dihydro-oxazole